N1CC(C1)CN1[C@H](CN(CC1)C(=O)OCC1=CC=CC=C1)C benzyl (S)-4-(azetidin-3-ylmethyl)-3-methylpiperazine-1-carboxylate